CC1=CC=C(C(C2=CC=CC=C2)(C2=CC=CC=C2)NCCC[C@H](N)C(=O)O)C=C1 (Ndelta-4-methyltrityl)L-ornithine